OCC1CC(C1)C=1C=C2CN(C(C2=CC1)=O)C1C(N(C(CC1)=O)COCC[Si](C)(C)C)=O 3-(5-(3-(hydroxymethyl)cyclobutyl)-1-oxoisoindolin-2-yl)-1-((2-(trimethylsilyl)ethoxy)methyl)piperidine-2,6-dione